valylcitrulline N[C@@H](C(C)C)C(=O)N[C@@H](CCCNC(=O)N)C(=O)O